C12CN(CC(CC1)O2)C2=C(C=C(C=C2)C(F)(F)F)NS(=O)(=O)C=2C=C(C(=O)OC)C=CC2OC methyl 3-(N-(2-(8-oxa-3-azabicyclo[3.2.1]oct-3-yl)-5-(trifluoromethyl) phenyl) sulfamoyl)-4-methoxybenzoate